(6S)-2-(2-bromo-4-fluoro-6-methylbenzyl)-4-(4-methoxybenzyl)-6-methylmorpholine BrC1=C(CC2CN(C[C@@H](O2)C)CC2=CC=C(C=C2)OC)C(=CC(=C1)F)C